The molecule is an alpha,beta-unsaturated monocarboxylic acid that is acrylic acid in which one of the olefinic hydrogens at position 3 has been replaced by a 4,6-dihydroxy-3-oxocyclohexa-1,4-dien-1-yl group. It has a role as a plant metabolite. It is an enone, an enol, a secondary alcohol, an alpha,beta-unsaturated monocarboxylic acid and a member of cyclohexenones. It derives from an acrylic acid. C1=C(C(=O)C=C(C1O)C=CC(=O)O)O